BrC1=CC(=NC=C1)OCCOCCOCCOCCOCC(=O)OC(C)(C)C tert-butyl 14-[(4-bromopyridin-2-yl)oxy]-3,6,9,12-tetraoxatetradecanoate